3-methyl-8-(3-(trifluoromethoxy)phenoxy)-1-(3,3,3-trifluoropropyl)-1H-purine-2,6(3H,7H)-dione CN1C(N(C(C=2NC(=NC12)OC1=CC(=CC=C1)OC(F)(F)F)=O)CCC(F)(F)F)=O